COC(CNCC1=C(C=CC=C1)Br)=O 2-((2-Bromobenzyl)amino)acetic acid methyl ester